10-(4-bromobutyl)-2,7-dichloroacridin-9(10H)-one BrCCCCN1C=2C=CC(=CC2C(C2=CC(=CC=C12)Cl)=O)Cl